OCCCCCCOC(CCCCCCC\C=C/C\C=C/CCCCC)=O.FC=1C=CC=C2C=C(NC12)CN1C(N(C=2N=C(N(C2C1=O)C)NC1=CC=NC=C1)C)=O 1-[(7-fluoro-1H-indol-2-yl)methyl]-3,7-dimethyl-8-(4-pyridylamino)purine-2,6-dione 6-hydroxyhexyl-(9Z,12Z)-octadeca-9,12-dienoate